C(C)OC(=O)[C@H]1N([C@H]1C1CCC1)[S@@](=O)C(C)(C)C.CC1=NOC(=C1C1=CC=C(C=C1)C1=CN=CC=2[C@@H](CCCC12)NC(CC)=O)C (R)-N-(4-(4-(3,5-dimethylisoxazol-4-yl)phenyl)-5,6,7,8-tetrahydroisoquinolin-8-yl)propanamide ethyl-(2S,3S)-1-((S)-tert-butylsulfinyl)-3-cyclobutylaziridine-2-carboxylate